2,6-bis(trimethylstannyl)-4-(1-methylethylidene)-4H-cyclopenta[2,1-b:3,4-b']dithiophene C[Sn](C1=CC2=C(S1)C=1SC(=CC1C2=C(C)C)[Sn](C)(C)C)(C)C